N-((4,6-dimethyl-2-oxo-1,2-dihydropyridin-3-yl)methyl)-2-methyl-5-(6-(piperazin-1-yl)pyridin-3-yl)-3-(pyridin-2-ylmethoxy)benzamide CC1=C(C(NC(=C1)C)=O)CNC(C1=C(C(=CC(=C1)C=1C=NC(=CC1)N1CCNCC1)OCC1=NC=CC=C1)C)=O